4-carboxybromo-2,3,3-trimethyl-3H-indol-1-ium bromide [Br-].C(=O)(O)C1=C2C(C(=[N+](C2=CC=C1)Br)C)(C)C